6-((1-hydroxy-2-(hydroxymethyl)-4-(4-octylphenyl)butan-2-yl)amino)-N-tetradecylhexanamide OCC(CCC1=CC=C(C=C1)CCCCCCCC)(CO)NCCCCCC(=O)NCCCCCCCCCCCCCC